methyl (1-(4-(trifluoromethyl)phenyl)cyclobutyl) fumarate C(\C=C\C(=O)OC1(CCC1)C1=CC=C(C=C1)C(F)(F)F)(=O)OC